4-[(2,6-difluorophenyl)methyl]-2-(5-fluoro-6-hydroxy-3-pyridyl)-1,2,4-triazol-3-one FC1=C(C(=CC=C1)F)CN1C(N(N=C1)C=1C=NC(=C(C1)F)O)=O